4-(2-acryloyl-2,6-diazaspiro[3.4]octan-6-yl)-2-(2-((S)-3-methoxypyrrolidin-1-yl)ethoxy)-6-(5-methyl-1H-indazol-4-yl)pyrimidine-5-carbonitrile C(C=C)(=O)N1CC2(C1)CN(CC2)C2=NC(=NC(=C2C#N)C2=C1C=NNC1=CC=C2C)OCCN2C[C@H](CC2)OC